ClC=1C=C(OC2CCC(CC2)NC(=O)C=2N=NC(=CC2)N2CCN(CC2)CC=2N=NC(=CC2)N2C(NC(CC2)=O)=O)C=CC1C#N N-((1r,4r)-4-(3-chloro-4-cyanophenoxy)cyclohexyl)-6-(4-((6-(2,4-dioxotetrahydropyrimidin-1(2H)-yl)pyridazin-3-yl)methyl)piperazin-1-yl)pyridazine-3-carboxamide